[Si](C)(C)(C(C)(C)C)OC1CC(C1)C1=NC=CN=C1C(F)(F)F 2-(3-((tert-butyldimethylsilyl)oxy)cyclobutyl)-3-(trifluoromethyl)pyrazine